racemic-2-((1-(2,7-dimethyl-1-oxo-3-phenyl-1,2-dihydroisoquinolin-5-yl)ethyl)amino)benzoic acid CN1C(C2=CC(=CC(=C2C=C1C1=CC=CC=C1)[C@@H](C)NC1=C(C(=O)O)C=CC=C1)C)=O |r|